CCCCCCCCCCC(C(C(C(C(C(F)(F)F)(F)F)(F)F)(F)F)(F)F)(F)F The molecule is a fluoroalkane that is hexadecane in which all of the hydrogen atoms at positions 1, 2, 3, 4, 5, and 6 have been replaced by fluorine atoms. It has a role as a nonionic surfactant. It is a fluorohydrocarbon and a fluoroalkane. It derives from a hydride of a hexadecane.